S(N)(OC[C@@H]1[C@H](C[C@@H](C1)NC1=NC=NC=C1C(=O)C=1SC(=C(C1)[C@H](C#CC1CC1)O)Cl)O)(=O)=O [(1R,2S,4R)-4-{[5-({5-chloro-4-[(1S)-3-cyclopropyl-1-hydroxyprop-2-yn-1-yl]-2-thienyl}carbonyl)pyrimidin-4-yl]amino}-2-hydroxycyclopentyl]methyl sulfamate